[I-].CN1C(C(C2=CC=CC=C12)(C)C)=CC=CC=1SC2=C([N+]1CC)C=CC=C2 2-[3-(1,3-Dihydro-1,3,3-trimethyl-2H-indol-2-ylidene)-1-propenyl]-3-ethylbenzothiazolium iodide